C(C)(C)(C)OC(=O)N[C@@H]([C@@H](C(=O)N[C@H](C(=O)O)C1=C(C=CC=C1)OC)O)CC1=CC=CC=C1 (2S)-2-[[(2S,3R)-3-(tert-butoxycarbonylamino)-2-hydroxy-4-phenyl-butanoyl]amino]-2-(2-methoxyphenyl)acetic acid